C1(=CC=CC=C1)NC1CCN(CC1)C1=CC=C(C=C1)S(=O)(=O)N1CCC(CC1)NC1=NC=C(C=C1)C(F)(F)F N-(1-((4-(4-(phenylamino)piperidin-1-yl)phenyl)sulfonyl)piperidin-4-yl)-5-(trifluoromethyl)pyridin-2-amine